FC=1C(NC=C(C1)CCN1CC(C1)F)=O 3-Fluoro-5-(2-(3-fluoroazetidin-1-yl)ethyl)pyridin-2(1H)-one